3-fluoro-4-methylbenzenesulfonamide FC=1C=C(C=CC1C)S(=O)(=O)N